2-acetamido-6-[(6-bromo-3-morpholinosulfonyl-4-quinolyl)amino]benzoic acid C(C)(=O)NC1=C(C(=O)O)C(=CC=C1)NC1=C(C=NC2=CC=C(C=C12)Br)S(=O)(=O)N1CCOCC1